ethyl 2-(2-methoxyethoxy)-4H-pyrrolo[2,3-d]thiazole-5-carboxylate COCCOC=1SC2=C(N1)NC(=C2)C(=O)OCC